(S or R)-N-((3-(2-(4,5-dimethylthiophen-2-yl)ethyl)-1-(2-(6-methylpyridin-3-yl)propan-2-yl)pyrrolidin-3-yl)methyl)-4-methylbenzenesulfonamide citrate C(CC(O)(C(=O)O)CC(=O)O)(=O)O.CC=1C=C(SC1C)CC[C@]1(CN(CC1)C(C)(C)C=1C=NC(=CC1)C)CNS(=O)(=O)C1=CC=C(C=C1)C |o1:22|